8-((6-chloropyridin-3-yl)methyl)-3-(pentan-2-yl)pyrido[2,3-d]pyrimidine-2,4(3H,8H)-dione ClC1=CC=C(C=N1)CN1C=CC=C2C1=NC(N(C2=O)C(C)CCC)=O